FN1OC(=C(O1)F)F perfluoro(1,3-dioxazole)